P(=O)(O)([O-])[O-].[Ca+2].[Ca+2].P(=O)(O)([O-])[O-] Dicalcium Hydrogen Phosphate